N-(trifluoromethyl)pyrazoleboronic acid FC(N1N=C(C=C1)B(O)O)(F)F